CC1=C(C=C2CC[C@@](OC2=C1C)(C)CC/C=C(\\C)/CC/C=C(\\C)/CCC=C(C)C)O The molecule is a tocotrienol that is chroman-6-ol substituted by methyl groups at positions 2, 7 and 8 and a farnesyl chain at position 2. It has a role as an antioxidant, an antineoplastic agent and a plant metabolite. It is a tocotrienol and a vitamin E.